C(C)OC(C(=CC1C(C1)(F)F)OC(C)=O)=O 2-acetoxy-3-(2,2-difluorocyclopropyl)acrylic acid ethyl ester